NC(COC1=CC=C(C=C1)C1=CC=C(C=C1)/C=C/[C@@H](CO)N1C(=NC=C1)[C@H](C)O)COC (2S,E)-4-(4'-(2-amino-3-methoxypropoxy)-[1,1'-biphenyl]-4-yl)-2-(2-((S)-1-hydroxyethyl)-1H-imidazol-1-yl)but-3-en-1-ol